OCCN1CC(OC(C1)CCCCCC(=O)OCCCCCCCCC)CCCCCC(=O)OC(CCCCCCCC)CCCCCCCC heptadecan-9-yl 6-(4-(2-hydroxyethyl)-6-(6-(nonyloxy)-6-oxohexyl)morpholin-2-yl)hexanoate